(S)-methyl 2-((S)-2-amino-3-cyclopropylpropanamido)-3-((S)-2-oxopiperidin-3-yl)propanoate hydrochloride Cl.N[C@H](C(=O)N[C@H](C(=O)OC)C[C@H]1C(NCCC1)=O)CC1CC1